2-(pyridin-2-yldisulfaneyl)ethyl acrylate C(C=C)(=O)OCCSSC1=NC=CC=C1